2,5-Dioxopyrrolidin-1-yl (E)-3-((1-ethyl-1,3-dihydro-2H-benzo[d]imidazol-2-ylidene)carbamoyl)benzoate C(C)N1\C(\NC2=C1C=CC=C2)=N\C(=O)C=2C=C(C(=O)ON1C(CCC1=O)=O)C=CC2